CC1=C(C=C(C1)CC)C 1,2-dimethyl-4-ethylcyclopentadiene